7-methoxy-2-(2-pyrimidin-2-ylpyrimidin-5-yl)-3,4-dihydro-1H-2,6-naphthyridine COC1=NC=C2CCN(CC2=C1)C=1C=NC(=NC1)C1=NC=CC=N1